triacetyl-cobalt tin [Sn].C(C)(=O)[Co](C(C)=O)C(C)=O